pentadecoxy-2,4-diaminobenzene C(CCCCCCCCCCCCCC)OC1=C(C=C(C=C1)N)N